ClC1=C(C(=O)C2=CNC3=NC=CC(=C32)NC3CCC(CC3)C(=O)NS(=O)(=O)C)C=CC(=C1)OC1=CC=CC=C1 (1r,4r)-4-((3-(2-chloro-4-phenoxybenzoyl)-1H-pyrrolo[2,3-b]pyridin-4-yl)amino)-N-(methanesulfonyl)cyclohexane-1-carboxamide